FC([C@H]1N(C(OC1)=O)C=1N=C2N(C[C@H](OC3=C2C=CC(=C3)N[C@H](C(=O)N)C)C)C1)F (S)-2-(((R)-2-((S)-4-(difluoromethyl)-2-oxooxazolidin-3-yl)-6-methyl-5,6-dihydrobenzo[f]imidazo[1,2-d][1,4]oxazepin-9-yl)amino)propanamide